rac-(1S*,3S*)-2,2-difluoro-3-(4-methylpyrimidin-2-yl)cyclopropane-1-carboxylic acid FC1([C@@H]([C@H]1C1=NC=CC(=N1)C)C(=O)O)F |r|